N1C(NC=CC1)=O 1,2,3,6-tetrahydropyrimidine-2-one